2-(2-hydroxy-4-octyloxyphenyl)2H-benzotriazole-5-carboxylic acid n-octyl ester C(CCCCCCC)OC(=O)C1=CC=2C(=NN(N2)C2=C(C=C(C=C2)OCCCCCCCC)O)C=C1